(R)-2-(4-methyl-6-((1-methylpiperidin-3-yl)amino)pyridazin-3-yl)-5,6,7,8-tetrahydronaphthalen-1-ol CC1=C(N=NC(=C1)N[C@H]1CN(CCC1)C)C1=C(C=2CCCCC2C=C1)O